tert-Butyl-((3R,5R)-1-(2-(1-(cyclopropylmethyl)-1H-indol-2-yl)-4-methoxy-3-methylbenzofuran-6-carbonyl)-5-fluoropiperidin-3-yl)carbamate C(C)(C)(C)OC(N[C@H]1CN(C[C@@H](C1)F)C(=O)C1=CC2=C(C(=C(O2)C=2N(C3=CC=CC=C3C2)CC2CC2)C)C(=C1)OC)=O